(±)-trans-2-(((6-(5-(aminomethyl)-1-methyl-1H-1,2,3-triazol-4-yl)-2-methylpyridin-3-yl)oxy)methyl)cyclobutanecarboxylic acid methyl ester COC(=O)[C@H]1[C@@H](CC1)COC=1C(=NC(=CC1)C=1N=NN(C1CN)C)C |r|